(R)-4,6-difluoro-N-methyl-N-(1-(1-oxo-1,2-dihydroisoquinolin-4-yl)ethyl)-1H-indole-2-carboxamide FC1=C2C=C(NC2=CC(=C1)F)C(=O)N([C@H](C)C1=CNC(C2=CC=CC=C12)=O)C